FC=1C(=NC=C(C1)Cl)CCNC1=NC(=NC(=C1Cl)CC)C N-(2-(3-fluoro-5-chloropyridin-2-yl)ethyl)-2-methyl-5-chloro-6-ethylpyrimidin-4-amine